C(C)(C)(C)C1=NN(C(=C1)C(=O)NC1=CC=C(C=C1)C=1N=C2SCCN2C1)C 3-(tert-Butyl)-N-[4-(2,3-dihydroimidazo[2,1-b][1,3]thiazol-6-yl)phenyl]-1-methyl-1H-pyrazole-5-carboxamide